COC(COC=1N=C(C2=C(N1)C(=C(N=C2)C2=CC(=CC1=CC=CC=C21)O)F)N2CC1CCC(C2)N1C(=O)OC(C)(C)C)OC tert-butyl 3-[2-(2,2-dimethoxyethoxy)-8-fluoro-7-(3-hydroxy-1-naphthyl)pyrido[4,3-d]pyrimidin-4-yl]-3,8-diazabicyclo[3.2.1]octane-8-carboxylate